SC1=CC=C(C=C1)OB([O-])[O-].[Li+].[Li+] lithium 4-mercaptophenylborate